BrC1=CC=C(C=C1)CN1CC2=C(CN(C1=O)C1CCN(CC1)C(=O)OCC1=CC=CC=C1)C=C(C=C2)F benzyl 4-[4-[(4-bromophenyl)methyl]-8-fluoro-3-oxo-1,5-dihydro-2,4-benzodiazepin-2-yl]piperidine-1-carboxylate